5-(2,4-dihydroxybenzylidene)-1-methyl-3-phenyl-2-selenoxoimidazolidin-4-one OC1=C(C=C2C(N(C(N2C)=[Se])C2=CC=CC=C2)=O)C=CC(=C1)O